(2-fluoro-6-methoxyphenyl)-N-(4-morpholinophenyl)-1H-pyrazolo[3,4-c]pyridine-3-carboxamide FC1=C(C(=CC=C1)OC)N1N=C(C=2C1=CN=CC2)C(=O)NC2=CC=C(C=C2)N2CCOCC2